4-(3-methylbutyl)cyclohexane-1-one Ytterbium(III) fluoride [F-].[Yb+3].CC(CCC1CCC(CC1)=O)C.[F-].[F-]